3-Amino-1-(6,7-dihydro-5H-pyrrolo[1,2-a]imidazol-2-yl)pyridin-2(1H)-one NC=1C(N(C=CC1)C=1N=C2N(C1)CCC2)=O